C1OCC=2C=NC(=CC21)C=O 1,3-DIHYDRO-FURO[3,4-C]PYRIDINE-6-CARBOXALDEHYDE